iodo-uridine-5'-triphosphate P(O)(=O)(OP(=O)(O)OP(=O)(O)O)OC[C@@H]1[C@H]([C@H]([C@@](O1)(N1C(=O)NC(=O)C=C1)I)O)O